[N+](=O)([O-])C1=C(C=CC=C1)C/C=C/Br (E)-3-(2-nitrophenyl)-propenyl bromide